Cl[C@@]12[C@]3(C=CCC=C3CC[C@H]1[C@@H]1C[C@@H]([C@](CCO)([C@]1(C[C@@H]2O)C)O)C)C 9-chloro-11b,17,21-trihydroxy-16b-methylpregna-1,4-diene